(2S)-2-(benzyloxycarbonylamino)-3-(1H-indol-3-yl)propanoic acid C(C1=CC=CC=C1)OC(=O)N[C@H](C(=O)O)CC1=CNC2=CC=CC=C12